3-[2-amino-2-(6-methoxy-1,3-benzothiazol-2-yl)ethyl]benzonitrile NC(CC=1C=C(C#N)C=CC1)C=1SC2=C(N1)C=CC(=C2)OC